C12CN(CC(CC1)N2)C(=O)OCC2C1=CC=CC=C1C=1C=CC=CC21 9H-fluoren-9-ylmethyl 3,8-diazabicyclo[3.2.1]octane-3-carboxylate